COC=1C=NC=C(C1)[C@@H]1NC[C@H](CC1)C |r| 3-Methoxy-5-[rac-(2R,5S)-5-methyl-2-piperidyl]pyridine